tert-butyl N-methyl-N-[[rac-(3S)-1-[4-[(5-cyclopropyl-1H-pyrazol-3-yl)amino]pyrimidin-2-yl]pyrrolidin-3-yl]methyl]carbamate CN(C(OC(C)(C)C)=O)C[C@@H]1CN(CC1)C1=NC=CC(=N1)NC1=NNC(=C1)C1CC1 |r|